cis-2-(hydroxymethyl)cyclopropan-1-carboxylic acid methyl ester COC(=O)[C@H]1[C@H](C1)CO